acryloyloxypropyl-dimethoxysilane C(C=C)(=O)OCCC[SiH](OC)OC